ClC=1C(=C(C(=CC1)F)[C@@H](NC(=O)[C@H]1C[C@@H]2[C@@H](NC(O2)=O)C1)C12CCC(CC1)(C2)F)F (3aS,5R,6aR)-N-((S)-(3-chloro-2,6-difluorophenyl)(4-fluorobicyclo[2.2.1]heptan-1-yl)methyl)-2-oxohexahydro-2H-cyclopenta[d]oxazole-5-carboxamide